CN(CCN(C1=CC(=C(C=C1[N+](=O)[O-])NC=1N=CC2=C(N1)N(C(C(=C2)C2=NN(C=C2)C)=O)C)OC)C)C 2-((4-((2-(dimethylamino)ethyl)(methyl)amino)-2-methoxy-5-nitrophenyl)amino)-8-methyl-6-(1-methyl-1H-pyrazol-3-yl)pyrido[2,3-d]pyrimidin-7(8H)-one